cyanophenyl-benzoate C(#N)C=1C(=C(C(=O)[O-])C=CC1)C1=CC=CC=C1